tert-Butyl 3-(3-(4-bromophenyl)ureido)pyrrolidine-1-carboxylate BrC1=CC=C(C=C1)NC(NC1CN(CC1)C(=O)OC(C)(C)C)=O